N-(8-(methylthio)-5-phenyl-2,7-naphthyridin-3-yl)cyclopropanecarboxamide CSC=1N=CC(=C2C=C(N=CC12)NC(=O)C1CC1)C1=CC=CC=C1